(2S,4r)-4-hydroxy-N-methyl-1-[rac-(2S)-3-methyl-2-(4-thiazol-2-yl-triazol-1-yl)butanoyl]Pyrrolidine-2-carboxamide O[C@@H]1C[C@H](N(C1)C([C@H](C(C)C)N1N=NC(=C1)C=1SC=CN1)=O)C(=O)NC |&1:7|